[N+](=O)([O-])C1=C(C(=CC(=C1)O)[N+](=O)[O-])O 2,6-dinitro-1,4-benzenediol